trans-N-[8-amino-6-[4-(cyanomethyl)pyridin-3-yl]-2,7-naphthyridin-3-yl]-2-cyanocyclopropane-1-carboxamide NC=1N=C(C=C2C=C(N=CC12)NC(=O)[C@H]1[C@@H](C1)C#N)C=1C=NC=CC1CC#N